[4-(2-hydroxyethoxy)phenyl]methanone OCCOC1=CC=C(C=C1)C=O